(3s,4S)-tert-butyl 4-(3-((3-cyclopropylpyridin-2-yl)oxy)-2,2-dimethylpropanamido)-3-fluoropiperidine-1-carboxylate C1(CC1)C=1C(=NC=CC1)OCC(C(=O)N[C@@H]1[C@H](CN(CC1)C(=O)OC(C)(C)C)F)(C)C